3-(1-benzyl-7'-oxo-2',3',7',9'-tetrahydro-8'H-spiro[piperidine-4,4'-pyrano[2,3-e]isoindol]-8'-yl)piperidine-2,6-dione C(C1=CC=CC=C1)N1CCC2(CCOC3=C4CN(C(C4=CC=C32)=O)C3C(NC(CC3)=O)=O)CC1